FC1=C(C(=O)O)C(=CC(=C1[N+](=O)[O-])F)F 2,4,6-trifluoro-3-nitrobenzoic acid